ClC(C(F)(F)F)=C CHLORO-1,1,1-TRIFLUOROPROPENE